ClC1(CCCC1)C#N 1-chlorocyclopentanecarbonitrile